2-dimethylaminoethyl methacrylate dimethylsulphate COS(=O)(=O)OC.C(C(=C)C)(=O)OCCN(C)C